(2S,3S,4R,5R)-6-{2-[(2E)-3,7-dimethylocta-2,6-dien-1-yl]-5-(hex-5-yn-1-yl)-3-{[(3R,4R,5S,6S)-4,5,6-trihydroxy-3-(hydroxymethyl)oxan-2-yl]oxy}phenoxy}-5-(hydroxymethyl)oxane-2,3,4-triol C\C(=C/CC1=C(OC2[C@@H]([C@H]([C@@H]([C@H](O2)O)O)O)CO)C=C(C=C1OC1O[C@@H]([C@H]([C@@H]([C@H]1CO)O)O)O)CCCCC#C)\CCC=C(C)C